N-{[(3R,4S) or (3S,4R)-2-[5-chloro-2-(2H-1,2,3-triazol-2-yl)benzoyl]-4-methyl-2-azabicyclo[3.1.1]heptan-3-yl]methyl}-[1,3]thiazolo[5,4-b]pyridin-2-amine ClC=1C=CC(=C(C(=O)N2C3CC([C@@H]([C@@H]2CNC=2SC4=NC=CC=C4N2)C)C3)C1)N1N=CC=N1 |o1:12,13|